4-(1-methylethyl)-cyclohexanemethanol CC(C)C1CCC(CC1)CO